C(C)N1CC(N(C2(CN(C2)C2=NC=C(C#N)C=C2)C1=O)CC1=CC=C(C=C1)C(F)(F)F)=O 6-(8-ethyl-6,9-dioxo-5-(4-(trifluoromethyl)benzyl)-2,5,8-triazaspiro[3.5]nonan-2-yl)nicotinonitrile